CC1C2C(CCC1C)O2 3,4-dimethyl-1,2-epoxycyclohexane